2-methylEthyl levulinate C(CCC(=O)C)(=O)OCCC